OC1=CC(=CC=2C(C3=CC=CC(=C3C(C12)=O)O)=O)C(=O)N1CCN(CC1)CC1=CC=CC=C1 1,8-dihydroxy-3-(4-benzylpiperazine-1-carbonyl)anthracene-9,10-dione